CC1=CC(=C(C=C1)S(=O)(=O)N1[C@@H](CCC1)C(=O)OC)N1C[C@H](CC1)CC=O |&1:21| Methyl ((4-methyl-2-((RS)-3-(2-oxoethyl)pyrrolidin-1-yl)phenyl)sulfonyl)-L-prolinate